ClC=1C=CC(=C(C1)N1CON(CO1)C(C(=O)NC1=CC2=CN(N=C2C=C1)C)CC1=CC=NC=C1)N1N=NC(=C1)Cl 2-(4-(5-chloro-2-(4-chloro-1H-1,2,3-triazol-1-yl)phenyl)-2,5-dioxapiperazin-1-yl)-N-(2-methyl-2H-indazol-5-yl)-3-(pyridin-4-yl)propanamide